CC1=CC2=C(N(C([C@@H](N=C2C2=CC=CC=C2)C(CC)CC)=O)CCC(=O)O)C=C1 (S)-3-(7-methyl-2-oxo-3-(pent-3-yl)-5-phenyl-2,3-dihydro-1H-benzo[e][1,4]diazepin-1-yl)propionic acid